CNC1=C(C=C(C(=O)N2C[C@@H](CCC2)NC(OC(C)(C)C)=O)C=C1)[N+](=O)[O-] tert-butyl N-[(3R)-1-[4-(methylamino)-3-nitro-benzoyl]-3-piperidyl]carbamate